7-((3-methyl-3-azabicyclo[3.1.0]hexan-1-yl)ethynyl)-6-nitro-N-(4-phenoxyphenyl)quinazolin-4-amine CN1CC2(CC2C1)C#CC1=C(C=C2C(=NC=NC2=C1)NC1=CC=C(C=C1)OC1=CC=CC=C1)[N+](=O)[O-]